(cis)-2-((2-bromo-5-fluorobenzo[d]thiazol-6-yl)oxy)-4,4-difluorocyclopentanol BrC=1SC2=C(N1)C=C(C(=C2)O[C@@H]2[C@@H](CC(C2)(F)F)O)F